IC1=CC(=NC(=C1)N1CCOCC1)NC1(COC1)CO (3-[[4-iodo-6-(morpholin-4-yl)pyridin-2-yl]amino]oxetan-3-yl)methanol